dimethyl 6-(4-(methylamino)phenyl)octahydroisobenzofuran-4,5-dicarboxylate CNC1=CC=C(C=C1)C1C(C(C2COCC2C1)C(=O)OC)C(=O)OC